tert-butyl cis-N-(4-aminocyclohexyl)carbamate N[C@H]1CC[C@H](CC1)NC(OC(C)(C)C)=O